N2-(3-oxabicyclo[3.1.0]hexan-6-yl)-6-phenyl-N4-(pyridin-4-yl)-1,3,5-triazine-2,4-diamine C12COCC2C1NC1=NC(=NC(=N1)NC1=CC=NC=C1)C1=CC=CC=C1